C(C1=CC=CC=C1)(C1=CC=CC=C1)N1CC(C1)N1CC2=CC=C(C=C2CC1)NCC(C)C 2-(1-benzhydryl-azetidin-3-yl)-N-isobutyl-1,2,3,4-tetrahydroisoquinolin-6-amine